2-((2-ethyl-6-(2-(piperazin-1-yl)pyrimidin-5-yl)imidazo[1,2-a]pyridin-3-yl)(methyl)amino)-4-(4-fluorophenyl)thiazole-5-carbonitrile C(C)C=1N=C2N(C=C(C=C2)C=2C=NC(=NC2)N2CCNCC2)C1N(C=1SC(=C(N1)C1=CC=C(C=C1)F)C#N)C